nitro-1-(4-nitrophenyl)-1,3,3-trimethyl-indane [N+](=O)([O-])C1C(C2=CC=CC=C2C1(C)C)(C)C1=CC=C(C=C1)[N+](=O)[O-]